bis-(dimethylbenzyl-(2-hydroxypropyl)ammonium) fumarate C(\C=C\C(=O)[O-])(=O)[O-].C[N+](CC(C)O)(CC1=CC=CC=C1)C.C[N+](CC(C)O)(CC1=CC=CC=C1)C